C(C)(=O)[C-]1C=CC=C1.[C-]1(C=CC=C1)C(C)=O.[Fe+2] 1,1'-diacetyl-ferrocene